N1C=NC2=C1C=CC(=C2)N2C([C@H]([C@H]2C2=C(C=C(C=C2)C=2C=NN(C2)C(F)(F)F)C(F)(F)F)C2CC2)=O (3S,4S)-1-(1H-benzo[d]imidazol-5-yl)-3-cyclopropyl-4-(2-(trifluoromethyl)-4-(1-(trifluoromethyl)-1H-pyrazol-4-yl)phenyl)azetidin-2-one